3-(sec-butyl)-4-(tetrahydrofuran-2-carbonyl)-1,3,4,5-tetrahydro-2H-benzo[1,4]diazepin-2-one C(C)(CC)C1C(NC2=C(CN1C(=O)C1OCCC1)C=CC=C2)=O